ClC=1C=C2C(=C(C(NC2=CC1)=O)C1=NN(C(C1)C1=CC=C(C=C1)OC)C(=O)C1CC1)C 6-Chloro-3-(1-(cyclopropanecarbonyl)-5-(4-methoxyphenyl)-4,5-dihydro-1H-pyrazol-3-yl)-4-methylquinolin-2(1H)-one